N=1C=CN2C1C(=CC=C2)COC=2C(=NC=CC2)C=O 3-(imidazo[1,2-a]pyridin-8-ylmethoxy)picolinaldehyde